[CH-]1C=CC=C1.[CH-]1C=CC=C1.[Fe+2].[Fe] iron (ferrocene)